tert-butyl 7-[7-fluoro-5-(7-fluoro-2-methyl-indazol-5-yl)indazol-2-yl]-4-azaspiro[2.5]octane-4-carboxylate FC1=CC(=CC2=CN(N=C12)C1CCN(C2(CC2)C1)C(=O)OC(C)(C)C)C1=CC2=CN(N=C2C(=C1)F)C